[O-]SC#N Hypothiocyanit